C(C1=CC=CC=C1)N1CCC2(CN(C([C@@H](O2)C)=O)C2CC2)CC1 (S)-9-benzyl-4-cyclopropyl-2-methyl-1-oxa-4,9-diazaspiro[5.5]undecan-3-one